FC(C1=NN=C(O1)C1=CC=C(CN2N=C(N=N2)C=2C=C(C=CC2)C2=CN=C(S2)N)C=C1)F 5-(3-(2-(4-(5-(difluoromethyl)-1,3,4-oxadiazol-2-yl)benzyl)-2H-tetrazol-5-yl)phenyl)thiazol-2-amine